3-[3-[[ethyl(methyl)sulfamoyl]amino]-2,6-difluoro-benzoyl]-5-(2-trimethylsilylethynyl)-1-trityl-pyrrolo[2,3-b]pyridine C(C)N(S(=O)(=O)NC=1C(=C(C(=O)C2=CN(C3=NC=C(C=C32)C#C[Si](C)(C)C)C(C3=CC=CC=C3)(C3=CC=CC=C3)C3=CC=CC=C3)C(=CC1)F)F)C